CC1=C2C(=C(NC2=CC(=C1)C)C1=CC=C(C=C1)CC)C=O 4,6-DIMETHYL-2-(4-ETHYLPHENYL)-1H-INDOLE-3-CARBOXALDEHYDE